(E)-(1-methoxy-5-triisopropylsiloxy-1-pentenyl)-sulphonylbenzene CO/C(=C\CCCO[Si](C(C)C)(C(C)C)C(C)C)/S(=O)(=O)C1=CC=CC=C1